(4-(piperidin-4-ylamino)indol-1-yl)ethan-1-one hydrochloride Cl.N1CCC(CC1)NC1=C2C=CN(C2=CC=C1)C(C)=O